[Na].[Na].SC=1SC(=NN1)S 2,5-dimercapto-1,3,4-thiadiazole disodium salt